N-(5-(5-((1H-Pyrazol-1-yl)methyl)-2-methoxyphenyl)isoxazol-3-yl)-2,6-dimethoxybenzenesulfonamide N1(N=CC=C1)CC=1C=CC(=C(C1)C1=CC(=NO1)NS(=O)(=O)C1=C(C=CC=C1OC)OC)OC